[6-chloro-4-[(4-methoxyphenyl)methoxy]-2-methyl-3-pyridyl]methanol ClC1=CC(=C(C(=N1)C)CO)OCC1=CC=C(C=C1)OC